FC1=NC=CC(=C1)O 2-fluoropyridine-4-ol